C(CCC)OC(CCCC=O)=O 5-oxopentanoic acid butyl ester